FS(C1=CC=C(C=C1)N1N=C(C=2C1=NC=CC2)CNC(C=C)=O)(F)(F)(F)F N-[[1-[4-(pentafluoro-λ6-sulfaneyl)phenyl]pyrazolo[3,4-b]pyridin-3-yl]methyl]prop-2-enamide